O=S1(N(CC(N1)=O)C1=C(C=C(C=C1O)NS(=O)(=O)C=1C=NC=CC1)F)=O N-[4-(1,1-dioxido-4-oxo-1,2,5-thiadiazolidin-2-yl)-3-fluoro-5-hydroxyphenyl]pyridin-3-sulfonamide